N1=CC=C2N1CCC[C@@H]2NC(=O)C2C1CCC(C2)N1C1CCC(CC1)NC=1C(=C2C(=CN1)OC(=C2)C#N)Br N-[(4S)-4H,5H,6H,7H-pyrazolo[1,5-a]pyridin-4-yl]-7-[(1s,4s)-4-({4-bromo-2-cyanofuro[2,3-c]pyridin-5-yl}amino)cyclohexyl]-7-azabicyclo[2.2.1]heptane-2-carboxamide